OC[C@H](CC1=NC(=NO1)C1=CC=C(C=C1)OC1=NC=C(C=C1)C(F)(F)F)NC(OC(C)(C)C)=O tert-butyl (S)-(1-hydroxyl-(3-(4-((5-(trifluoromethyl)pyridin-2-yl)oxy)phenyl)-1,2,4-oxadiazol-5-yl)propan-2-yl)carbamate